CSC1=C(C=C(C=C1)C(F)(F)F)C1=NC2=CC=CC=C2C=C1 2-(2-(methylthio)-5-(trifluoromethyl)phenyl)quinoline